6-(1,4-dimethyl-1H-1,2,3-triazol-5-yl)-4-((3-fluoropyridin-2-yl)(tetrahydro-2H-pyran-4-yl)methyl)-1-methyl-1,4-dihydropyrazolo[3',4':4,5]pyrrolo[3,2-b]pyridine-3-carboxamide CN1N=NC(=C1C=1C=C2C(=NC1)C1=C(N2C(C2CCOCC2)C2=NC=CC=C2F)C(=NN1C)C(=O)N)C